(R)-(1,3-dimethylazetidin-3-yl)(4-isopropylphenyl)(5-(piperidin-4-ylmethoxy)pyridin-3-yl)methanol, hydrochloride salt Cl.CN1CC(C1)(C)[C@@](O)(C=1C=NC=C(C1)OCC1CCNCC1)C1=CC=C(C=C1)C(C)C